3-(((5-methyloxazol-2-yl)amino)methyl)benzene-1,2-diamine CC1=CN=C(O1)NCC1=C(C(=CC=C1)N)N